(R)-5-((((3'-chloro-2'-(2-chloro-3-((3-fluoro-4-(((2-hydroxyethyl)amino)methyl)pyridin-2-yl)amino)phenyl)-6-methoxy-[2,4'-bipyridin]-5-yl)methyl)amino)methyl)pyrrolidin-2-one ClC=1C(=NC=CC1C1=NC(=C(C=C1)CNC[C@H]1CCC(N1)=O)OC)C1=C(C(=CC=C1)NC1=NC=CC(=C1F)CNCCO)Cl